1-ethylpiperidinium phosphate P(=O)([O-])([O-])[O-].C(C)[NH+]1CCCCC1.C(C)[NH+]1CCCCC1.C(C)[NH+]1CCCCC1